NC1=CC(=NC(=C1)OC)B(O)O 4-AMINO-6-METHOXYPYRIDIN-2-YLBORONIC ACID